tert-butyl (2-(3-(2-chlorophenyl)ureido)ethyl)carbamate ClC1=C(C=CC=C1)NC(NCCNC(OC(C)(C)C)=O)=O